C(#N)C1C[C@H](N([C@@H](C1)C)C(=O)OC(C)(C)C)C tert-butyl (2R,6R)-4-cyano-2,6-dimethylpiperidine-1-carboxylate